CN1CCN(CC1)C1CCN(CC1)C=1C=C(C=C(C1)S(=O)(=O)C)NC1=NC=C(C(=N1)N1OCCC1C1=CC=CC=C1)C(F)(F)F N-(3-(4-(4-methylpiperazin-1-yl)piperidin-1-yl)-5-(methylsulfonyl)phenyl)-4-(3-phenylisoxazolidin-2-yl)-5-(trifluoromethyl)pyrimidin-2-amine